C(C)(C)(C)OC(=O)N(C1CC2=C(OC1)C(=C(S2)C(=O)O)F)C 6-[tert-butoxycarbonyl(methyl)amino]-3-fluoro-6,7-dihydro-5H-thieno[3,2-b]pyran-2-carboxylic acid